1-(2-hydroxyacetyl)pyrrolidine-3-carboxamide OCC(=O)N1CC(CC1)C(=O)N